2-(4'-(3,3-difluoroazetidine-1-carbonyl)biphenyl-4-yl)propan-2-ylcarbamic acid 1-aza-bicyclo[3.2.2]non-4-yl ester N12CCC(C(CC1)CC2)OC(NC(C)(C)C2=CC=C(C=C2)C2=CC=C(C=C2)C(=O)N2CC(C2)(F)F)=O